Spirobifluoren C12(C=CC=C3C4=CC=CC=C4C=C13)C=CC=C1C3=CC=CC=C3C=C12